COCOC1=C(C(=CC(=C1)C(F)(F)F)C)C1=CC2=C(N=N1)N(CC2)[C@H]2CN(CCC2)CCC 3-[2-(methoxymethoxy)-6-methyl-4-(trifluoromethyl)phenyl]-7-[(3R)-1-propylpiperidin-3-yl]-6,7-dihydro-5H-pyrrolo[2,3-c]pyridazine